OC1(CCC1)C(=O)NN 1-hydroxycyclobutanecarbohydrazide